1-(((1S,2R)-bicyclo[2.2.1]hept-5-en-2-yl)methyl) 8-(4-((2,6-dinitrobenzyl)oxy)-3-formylbenzyl) octanedioate C(CCCCCCC(=O)OCC1=CC(=C(C=C1)OCC1=C(C=CC=C1[N+](=O)[O-])[N+](=O)[O-])C=O)(=O)OC[C@H]1[C@@H]2C=CC(C1)C2